BrC1=CC=C2CCN(CC2=C1)C(C(C)(C)O)=O 1-(7-bromo-3,4-dihydroisoquinolin-2(1H)-yl)-2-hydroxy-2-methylpropan-1-one